(4-methoxy-5-(trifluoromethyl)-7H-pyrrolo[2,3-d]pyrimidin-7-yl)isonicotinic acid COC=1C2=C(N=CN1)N(C=C2C(F)(F)F)C2=C(C(=O)O)C=CN=C2